6-chloro-7-methoxy-2-methyl-3-(4-(4-(trifluoromethoxy) phenoxy)phenyl)quinolin-4-yl isopropyl carbonate C(OC1=C(C(=NC2=CC(=C(C=C12)Cl)OC)C)C1=CC=C(C=C1)OC1=CC=C(C=C1)OC(F)(F)F)(OC(C)C)=O